(S)-4-cyano-N-(2,3-difluoro-4-((3-(2-(piperidin-3-ylamino)pyrimidin-4-yl)pyridin-2-yl)oxy)phenyl)benzenesulfonamide C(#N)C1=CC=C(C=C1)S(=O)(=O)NC1=C(C(=C(C=C1)OC1=NC=CC=C1C1=NC(=NC=C1)N[C@@H]1CNCCC1)F)F